N1CC(C1)C1=CC=NC=2N1N=C(C2C#N)C2=CC=C1C=CC(=NC1=C2)C2=CC=CC=C2 7-(azetidin-3-yl)-2-(2-phenylquinolin-7-yl)pyrazolo[1,5-a]pyrimidine-3-carbonitrile